(R)-2-(piperidin-3-yl)propan-2-ol N1C[C@@H](CCC1)C(C)(C)O